2,2,2-trifluoro-1-((1S,5R)-2-methyl-3,8-diazabicyclo[3.2.1]octan-8-yl)ethan-1-one 4-amino-5-((S)-2-oxopyrrolidin-3-yl)pent-2-enoate hydrochloride Cl.NC(C=CC(=O)O)C[C@H]1C(NCC1)=O.FC(C(=O)N1[C@@H]2C(NC[C@H]1CC2)C)(F)F